CN(C)CCCCSC(=N)N 4-(DIMETHYLAMINO)BUTYL IMIDOTHIOCARBAMATE